(5-(3-((4-(6-oxohexyl)-1-phenyl-1H-imidazol-2-yl)carbamoyl)phenyl)pyridin-2-yl)carbamic acid tert-butyl ester C(C)(C)(C)OC(NC1=NC=C(C=C1)C1=CC(=CC=C1)C(NC=1N(C=C(N1)CCCCCC=O)C1=CC=CC=C1)=O)=O